FC(CCN1N=NC(=C1)C(=O)NCC=1C=NC(=CC1)C(F)(F)F)CN1N=NC(=C1)NC(CC1=CC(=CC=C1)OC(F)(F)F)=O 1-[3-fluoro-4-(4-{2-[3-(trifluoromethoxy)phenyl]acetamido}-1H-1,2,3-triazol-1-yl)butyl]-N-{[6-(trifluoromethyl)pyridin-3-yl]methyl}-1H-1,2,3-triazole-4-carboxamide